thiochromeno[4,3,2-de]Quinoline C1=CN=C2C=CC=C3C2=C1C=1C=CC=CC1S3